CC1=NN=C(O1)NC(=O)C=1C=2N(C(=CC1)C(F)(F)F)C=NN2 N-(5-methyl-1,3,4-oxadiazol-2-yl)-5-(trifluoromethyl)[1,2,4]Triazolo-[4,3-a]Pyridine-8-carboxamide